N-(3-chlorophenyl)-N-({3-[5-(difluoromethyl)-1,3,4-oxadiazol-2-yl]-1,2-oxazol-5-yl}methyl)cyclopropanesulfonamide ClC=1C=C(C=CC1)N(S(=O)(=O)C1CC1)CC1=CC(=NO1)C=1OC(=NN1)C(F)F